2,3-dihydrobenzofuran-4-ylmethylamine O1CCC2=C1C=CC=C2CN